3-(4'-chlorophenyl)-4-acetyl-5-methyloxazol-2(3H)-one ClC1=CC=C(C=C1)N1C(OC(=C1C(C)=O)C)=O